(((2R,4R)-1,4-di(t-Butoxycarbonyl)-2-methylpiperidin-4-yl)methyl)-3,5-difluoropyridine-1-oxide C(C)(C)(C)OC(=O)N1[C@@H](C[C@@](CC1)(C(=O)OC(C)(C)C)CC1=[N+](C=C(C=C1F)F)[O-])C